Methyl (R)-2-((S)-5-(4-chlorophenyl)-7-methoxy-2-oxo-2,3-dihydro-1H-benzo[e][1,4]diazepin-3-yl)propanoate ClC1=CC=C(C=C1)C=1C2=C(NC([C@@H](N1)[C@H](C(=O)OC)C)=O)C=CC(=C2)OC